O-(3-hydroxy-3-methylbutyl)-N-methyl-N-(pent-4-enoyl)-L-serine OC(CCOC[C@H](N(C(CCC=C)=O)C)C(=O)O)(C)C